Thiophorone CC(C)=CC(C=C(C)C)=S